C(C)OC(=O)C1=NN(C2=CC=CC(=C2C1=O)S(=O)(=O)C)C1=CC=C(C=C1)OC(F)(F)F 5-methylsulfonyl-4-oxo-1-[4-(trifluoromethoxy)phenyl]cinnoline-3-carboxylic acid ethyl ester